P-Menth-3-En-1-Ol C1(CC=C(CC1)C(C)C)(C)O